C(=C)C1=C(C=CC=C1)CC=1C(=C(C=CC1)CC1=C(C=CC=C1)C=C)CC1=C(C=CC=C1)C=C tris[(ethenylphenyl)methyl]benzene